(S)-1-[(S)-3-Methyl-1-({4-[(3-oxo-4-indanyloxy)methyl]-1-piperidyl}carbonyl)butyl]-3-isobutyl-2-piperazinone CC(C[C@@H](C(=O)N1CCC(CC1)COC1=C2C(CCC2=CC=C1)=O)N1C([C@@H](NCC1)CC(C)C)=O)C